FC1=C(C=C(C=C1)NC(N(C)C1=CC=2OC(C(=CC2S1)C(=O)O)=O)=O)OC 2-(3-(4-fluoro-3-methoxyphenyl)-1-methylureido)-5-oxo-5H-thieno[3,2-b]pyran-6-carboxylic acid